C(C)(C)O[Ti](C)(OC(C)C)OC(C)C triisopropoxy(methyl)titanium